BrC1=CC=C(C=C1)S(=O)(=O)NC=1C=C(C=CC1O)NC(=O)C1=CC=C(C=C1)C1=CC=CC=C1 N-(3-((4-bromophenyl)sulfonylamino)-4-hydroxyphenyl)-[1,1'-biphenyl]-4-carboxamide